N-(1-isopropyl-3-(6-(4-isopropyl-4H-1,2,4-triazol-3-yl)pyridin-2-yl)-7-methyl-4-oxo-1,4-dihydroquinolin-6-yl)carboxamide C(C)(C)N1C=C(C(C2=CC(=C(C=C12)C)NC=O)=O)C1=NC(=CC=C1)C1=NN=CN1C(C)C